C(C=C)OC1=C(C=CC=C1)CC1=NC(=NN1C1=NC(=NC(=C1)Cl)N)C(F)F 4-[5-[(2-allyloxyphenyl)methyl]-3-(difluoromethyl)-1,2,4-triazol-1-yl]-6-chloro-pyrimidin-2-amine